N-(5-(4-(2,6-diazaspiro[3.4]octane-6-yl)quinazoline-6-yl)-2-methoxypyridin-3-yl)-2,4,6-trifluoro-benzenesulfonamide C1NCC12CN(CC2)C2=NC=NC1=CC=C(C=C21)C=2C=C(C(=NC2)OC)NS(=O)(=O)C2=C(C=C(C=C2F)F)F